(S)-(4-(5-chloro-2-ethoxyphenethyl)morpholin-2-yl)methanamine hydrochloride Cl.ClC=1C=CC(=C(CCN2C[C@@H](OCC2)CN)C1)OCC